Benzyl (2E)-3-{4-[(3-tert-butyl-4-methoxyphenyl)amino]phenyl}prop-2-enoate C(C)(C)(C)C=1C=C(C=CC1OC)NC1=CC=C(C=C1)/C=C/C(=O)OCC1=CC=CC=C1